(4-(Ethylsulfonyl)piperazin-1-yl)(6-fluoro-4-(1,4-dioxa-8-azaspiro[4.5]decan-8-yl)quinolin-3-yl)methanone C(C)S(=O)(=O)N1CCN(CC1)C(=O)C=1C=NC2=CC=C(C=C2C1N1CCC2(OCCO2)CC1)F